(R)-3-(2-methoxy-6-methyl-4-(trifluoromethyl)phenyl)-8-(1-methylpiperidin-3-yl)-5,6,7,8-tetrahydropyrido[2,3-c]pyridazine COC1=C(C(=CC(=C1)C(F)(F)F)C)C1=CC2=C(N=N1)N(CCC2)[C@H]2CN(CCC2)C